Aluminium calcium carbonat C([O-])([O-])=O.[Ca+2].[Al+3]